C(C)(C)(C)OC(=O)N1CC2=NN(C=C2C1)C1=NC(=CC=C1)OCC1=NC=C(C=C1)C#N.COC=1C=C(C=NC1OC)C=1C=C2C(=NC=NC2=C(C1)C1=CC=C(C(=O)N)C=C1)C 4-(6-(5,6-Dimethoxypyridin-3-yl)-4-methylquinazolin-8-yl)benzamide tert-butyl-2-(6-((5-cyanopyridin-2-yl)methoxy)pyridin-2-yl)-2,6-dihydropyrrolo[3,4-c]pyrazole-5(4H)-carboxylate